2-(trifluoromethyl)-4H-pyrido[1,2-a]pyrimidin-4-one FC(C=1N=C2N(C(C1)=O)C=CC=C2)(F)F